3-hydroxyquinolin-2(1H)-one OC=1C(NC2=CC=CC=C2C1)=O